5-(5-methyl-1,3-thiazol-2-yl)-N-{(1R)-1-[2-(trifluoromethyl)pyrimidin-5-yl]ethyl}benzamide CC1=CN=C(S1)C=1C=CC=C(C(=O)N[C@H](C)C=2C=NC(=NC2)C(F)(F)F)C1